4-((4-methylpiperidin-1-yl)methyl)-3-(trifluoromethyl)aniline CC1CCN(CC1)CC1=C(C=C(N)C=C1)C(F)(F)F